C=1(O)C(=C(C(O)=CC1)C1=CC=CC=C1C(=O)[O-])C1=CC=CC=C1C(=O)OC(C)(C)C tert-butyl hydroquinonedibenzoate